N=S(=O)(C)C1=CC=C2CCNC2=C1 Imino(indolin-6-yl)(methyl)-λ6-sulfanone